(2S,4R)-1-(2-(3-acetyl-5-(2-methylpyrazolo[1,5-a]pyrimidin-6-yl)-1H-indol-1-yl)acetyl)-N-(6-bromo-4-methylpyridin-2-yl)-4-fluoropyrrolidine-2-carboxamide C(C)(=O)C1=CN(C2=CC=C(C=C12)C=1C=NC=2N(C1)N=C(C2)C)CC(=O)N2[C@@H](C[C@H](C2)F)C(=O)NC2=NC(=CC(=C2)C)Br